(3R,4S)-3-cyclopropyl-4-methyl-2-oxo-1-[6-([1,2,4]triazolo[1,5-a]pyridin-6-yl)pyrrolo[1,2-b]pyridazin-4-yl]pyrrolidine-3-carbonitrile C1(CC1)[C@]1(C(N(C[C@H]1C)C=1C=2N(N=CC1)C=C(C2)C=2C=CC=1N(C2)N=CN1)=O)C#N